C(C)(C)(C)OC(=O)N([C@H](C(=O)O[C@@H](C(=O)OCC1=CC=CC=C1)CC1=CC=C(C=C1)C(F)(F)F)CC(C)(C)F)C (2R)-1-(benzyloxy)-1-oxo-3-[4-(trifluoromethyl)phenyl]propan-2-yl (2S)-2-[[(tert-butoxy)carbonyl](methyl)amino]-4-fluoro-4-methylpentanoate